C1=CC=CC=2C3=CC=CC=C3C(C12)COC(=O)N[C@H](C(=O)O)CC1=CC=C(C=C1)C1=C(C=CC=C1)NC(=O)OC(C)(C)C (S)-2-((((9H-fluoren-9-yl)methoxy)carbonyl)amino)-3-(2'-((tert-butoxycarbonyl)amino)-[1,1'-biphenyl]-4-yl)propanoic acid